CNCCNC N,N'-dimethyl-ethylene-diamine